C(C)(C)(C)OC(=O)N([C@@H](CCCCN=[N+]=[N-])C(=O)O)C N2-(tert-butoxyCarbonyl)-N6-diazo-N2-methyl-L-lysine